[Ni].[Cu].[Ni] nickel copper-nickel